4-[2-chloro-4-[[5-[1-(2,2-difluoroethyl)-3-(trifluoromethyl)pyrazol-4-yl]-1-methyl-imidazole-2-carbonyl]amino]benzoyl]-N-[(3-hydroxyazetidin-3-yl)methyl]piperazine-1-carboxamide ClC1=C(C(=O)N2CCN(CC2)C(=O)NCC2(CNC2)O)C=CC(=C1)NC(=O)C=1N(C(=CN1)C=1C(=NN(C1)CC(F)F)C(F)(F)F)C